NC1=C(C=NC(=C1F)Cl)C(=O)OC methyl 4-amino-6-chloro-5-fluoro-pyridine-3-carboxylate